4-(8-phenyl-7,8-dihydro-6H-pyrrolo[2',1':2,3]imidazo[4,5-b]pyridin-2-yl)pyridin-2(1H)-one C1(=CC=CC=C1)C1CCC2=NC=3C(=NC(=CC3)C3=CC(NC=C3)=O)N21